ClC1=NC=C2N(C(N(C2=N1)C1CCC(CC1)N(C(OC(C)(C)C)=O)CCO)=O)C tert-Butyl ((1r,4r)-4-(2-chloro-7-methyl-8-oxo-7,8-dihydro-9H-purin-9-yl)cyclohexyl)(2-Hydroxyethyl)carbamate